CC=CC1=C(C(=C(C(=C1O[SiH3])O[SiH3])O[SiH3])O[SiH3])O[SiH3] methylpentasiloxystyrene